3-(2-(methylsulfanyl)propionyl)thiazolidine-4-carboxylic acid CSC(C(=O)N1CSCC1C(=O)O)C